BrCCCCCCN1CC(N2C1=C(C(=C(C2=O)Cl)CC2=CC=CC1=CC=CC=C21)C2=CC(=CC=C2)C(F)(F)F)C(=O)OC Methyl 1-(6-bromohexyl)-6-chloro-7-(naphthalen-1-ylmethyl)-5-oxo-8-(3-(trifluoromethyl) phenyl)-1,2,3,5-tetrahydroimidazo[1,2-a]pyridine-3-carboxylate